C(CCC(C)C)[Sn](OC(C)(C)C)(OC(C)(C)C)OC(C)(C)C isohexyltri(tert-butoxy)tin